(2R,4R,5R)-2-(tert-butyl)-3-formyl-5-methyl-1,3-selenazolidine-4-carboxylic acid methyl ester COC(=O)[C@H]1N([C@H]([Se][C@@H]1C)C(C)(C)C)C=O